4-(2,2-difluoroethoxy)-1-methyl-2-nitrobenzene FC(COC1=CC(=C(C=C1)C)[N+](=O)[O-])F